2-Chloro-N-(2,4-dimethoxybenzyl)-4-(3-(dimethylamino)-3-(3-(trifluoromethyl)-phenethyl)piperidin-1-yl)-N-(pyrimidin-4-yl)benzenesulfonamide ClC1=C(C=CC(=C1)N1CC(CCC1)(CCC1=CC(=CC=C1)C(F)(F)F)N(C)C)S(=O)(=O)N(C1=NC=NC=C1)CC1=C(C=C(C=C1)OC)OC